C(C)(C)(C)OC(=O)N1CC2(OC3=C(C(C2)=O)C=CC(=C3)F)C1 7'-fluoro-4'-oxo-3',4'-dihydro-spiro[azetidine-3,2'-[1]benzopyran]-1-carboxylic acid tert-butyl ester